CN1C=NC=C1C1=NC2=CC=CC=C2C=C1 2-(3-methylimidazol-4-yl)quinoline